OCC=1N=CN(C1)C1CC(C1)OC1CCN(CC1)C(=O)OC(C)(C)C tert-butyl 4-[3-[4-(hydroxymethyl)imidazol-1-yl]cyclobutoxy]piperidine-1-carboxylate